COC1=C(C=CC(=C1)OC)CNC(=O)C1=NC=C2N1C=C(N=C2)C N-[(2,4-dimethoxyphenyl)-methyl]-6-methyl-imidazo[1,5-a]pyrazine-3-carboxamide